IC1=C(C=C(C=C1)NC)I 1,2-diiodo-4-methylaminobenzene